acetoacetyl-sulfanilic acid C(CC(=O)C)(=O)C1=C(S(=O)(=O)O)C=CC(=C1)N